2-chloro-N-(2-(methylthio)ethyl)-7H-purin-6-amine ClC1=NC(=C2NC=NC2=N1)NCCSC